1,3-bis-(isocyanatomethyl)cyclohexane N(=C=O)CC1CC(CCC1)CN=C=O